OC1(COC1)C1=CC=C(C=N1)C1=CC=2N(C=C1)C(=NN2)C(=O)NC=2C(=NC=C(C2)NC(CN2[C@@H](CCC2)C)=O)C (R)-7-(6-(3-hydroxyoxetan-3-yl)pyridin-3-yl)-N-(2-methyl-5-(2-(2-methylpyrrolidin-1-yl)acetamido)pyridine-3-yl)-[1,2,4]triazolo[4,3-a]pyridine-3-carboxamide